CNC(=O)C1CN(CCS1(=O)=O)C(=O)OC(C)(C)C tert-butyl 2-(methylcarbamoyl)thiomorpholine-4-carboxylate 1,1-dioxide